ClC1=CC=C(C(=N1)C(=O)O)N[C@H](C)C1=C2N=C(C(=NC2=CC(=C1)C)C#N)N1C2CC(C(C1)C2)C 6-chloro-3-(((1R)-1-(2-cyano-7-methyl-3-(5-methyl-2-azabicyclo[2.2.1]heptan-2-yl)quinoxalin-5-yl)ethyl)amino)picolinic acid